N-[3-chloro-1-(3-pyridyl)-1H-pyrazol-4-yl]-N-ethyl-3-[(3,3,3-trifluoropropyl)thio]propanamide ClC1=NN(C=C1N(C(CCSCCC(F)(F)F)=O)CC)C=1C=NC=CC1